NC(C(C1=CC=CC=C1)SC1=C(C(=C(C(=N1)N1CCC(CC1)NC(CCCCCNC(OC(C)(C)C)=O)=O)C#N)CC)C#N)=O tert-Butyl (6-((1-(6-((2-amino-2-oxo-1-phenylethyl)thio)-3,5-dicyano-4-ethylpyridin-2-yl)piperidin-4-yl)amino)-6-oxohexyl)carbamate